4-t-butylisoquinoline-5-carboxylic acid C(C)(C)(C)C1=CN=CC=2C=CC=C(C12)C(=O)O